((2R,3S,4R,5R)-5-(4-((S)-2-amino-3-(4-fluorophenyl)propanamido)pyrrolo[2,1-f][1,2,4]triazin-7-yl)-5-cyano-3,4-dihydroxytetrahydrofuran-2-yl)methyl L-valinate N[C@@H](C(C)C)C(=O)OC[C@H]1O[C@@]([C@@H]([C@@H]1O)O)(C#N)C1=CC=C2C(=NC=NN21)NC([C@H](CC2=CC=C(C=C2)F)N)=O